Cl.NC1=CN(C2=C1C(N(C=C2)C2CCC2)=O)C 3-Amino-5-cyclobutyl-1-methyl-1,5-dihydro-4H-pyrrolo[3,2-c]pyridin-4-one hydrochloride